C(N)(OC1=C(C=C(C=C1)C(C)(C)CC)C(C)(C)CC)=S (2,4-di-tert-amylphenyl) thiocarbamate